C(CCCCCCCCCCC)(=O)C1=CC=C(C=C1)O p-n-dodecanoyl-phenol